C(=O)O.ClC=1C(=CC(=C(C1)S(=O)(=O)NC=1SC=CN1)F)N[C@H](C)C=1C=NC=CC1 (R)-5-chloro-2-fluoro-4-((1-(pyridin-3-yl)ethyl)amino)-N-(thiazol-2-yl)benzenesulfonamide formate